6-chloro-4-[(oxan-4-yl)amino]pyridine-3-carbohydrazide ClC1=CC(=C(C=N1)C(=O)NN)NC1CCOCC1